tert-butyl 9-(4-(2,6-dioxopiperidin-3-yl)-3,5-difluorophenethyl)-3,9-diazaspiro[5.5]undecane-3-carboxylate O=C1NC(CCC1C1=C(C=C(CCN2CCC3(CCN(CC3)C(=O)OC(C)(C)C)CC2)C=C1F)F)=O